(2R,4r,6S)-4-(2-bromo-4-chlorophenoxy)-2,6-dimethyloxane BrC1=C(OC2C[C@H](O[C@H](C2)C)C)C=CC(=C1)Cl